5-(2-{5-[(2S,5R)-5-amino-2-methylpiperidine-1-carbonyl]-7-methoxy-1-methyl-1H-1,3-benzodiazol-2-yl}-1-(cyclopropylmethyl)-1H-pyrrolo[2,3-b]pyridin-6-yl)-2,3-dihydro-1H-indol-2-one N[C@@H]1CC[C@@H](N(C1)C(=O)C1=CC2=C(N(C(=N2)C2=CC=3C(=NC(=CC3)C=3C=C4CC(NC4=CC3)=O)N2CC2CC2)C)C(=C1)OC)C